1,2-dichloro-1,2-difluoro-1-iodoethane ClC(C(F)Cl)(I)F